N-[1-[5-bromo-2-[5-(2,2-difluoroethoxy)-2-pyridyl]-1,2,4-triazol-3-yl]ethyl]-3-(2,2-difluoroethoxy)-5-(trifluoromethyl)benzamide BrC=1N=C(N(N1)C1=NC=C(C=C1)OCC(F)F)C(C)NC(C1=CC(=CC(=C1)C(F)(F)F)OCC(F)F)=O